C(C)(C)(C)OC(=O)[C@H](C(C)C)N1C(C2(CCN(C2)C(=O)OC(C)(C)C)CCC1)=O Tert-butyl 7-[(1S)-1-tert-butoxycarbonyl-2-methyl-propyl]-6-oxo-2,7-diazaspiro[4.5]decane-2-carboxylate